2-(6-{5-chloro-2-[(oxan-4-yl)amino]pyrimidin-4-yl}-1-oxo-2,3-dihydro-1H-isoindol-2-yl)-N-[(1S)-1-{3-[(dimethylamino)methyl]phenyl}-2-hydroxyethyl]acetamide ClC=1C(=NC(=NC1)NC1CCOCC1)C1=CC=C2CN(C(C2=C1)=O)CC(=O)N[C@H](CO)C1=CC(=CC=C1)CN(C)C